BrC1=C(C=CC=C1)C=CC=CC(=O)NC(=N)N 5-(2'-Bromophenyl)penta-2,4-dienoylguanidin